7-(3,4-dichlorobenzoyl)-2-(4-methoxyphenyl)-3-oxo-N-[rac-(1R)-1-phenylethyl]-6,8-dihydro-5H-imidazo[1,5-a]pyrazine-1-carboxamide ClC=1C=C(C(=O)N2CC=3N(CC2)C(N(C3C(=O)N[C@H](C)C3=CC=CC=C3)C3=CC=C(C=C3)OC)=O)C=CC1Cl |r|